ClC=1C(=CC=C(C1)S(=O)(=O)O)C 5-chloro-4-methylbenzene-1-sulfonic acid